(P)-2-(4-(4-(aminomethyl)-1-oxo-1,2-dihydrophthalazin-6-yl)-1-methyl-1H-pyrazol-5-yl)-3-fluoro-6-((1R,2R)-2-methylcyclopropoxy)benzonitrile NCC1=NNC(C2=CC=C(C=C12)C=1C=NN(C1C1=C(C#N)C(=CC=C1F)O[C@H]1[C@@H](C1)C)C)=O